C=1(C(=CC=C2C=CC=CC12)C1=CC=CC=C1C(=O)O)C1=CC=CC=C1C(=O)O.C(C)(C)(C)C1=CC(=C(C=C1)C1=C(C(=O)O)C=CC=C1)C1=C(C(=O)O)C=CC=C1.FC(C(C(C(OC(F)(F)F)(F)F)(F)F)(F)F)(F)F 1,1,1,2,2,3,3,4,4-nonafluoro-4-(trifluoromethoxy)butane 4-tert-butyl-1,2-phenylenedibenzoate 1,2-naphthalenedibenzoate